O1C=CC2=C1CNC2=O 5,6-dihydro-4H-furo[2,3-c]pyrrol-4-one